C(C)(=O)NC1=CC=C(C=C1)C1=CN=C2N1N=C(C=C2)C(=O)O 3-(4-acetamidophenyl)imidazo[1,2-b]pyridazine-6-carboxylic acid